S(N)(OC1=CC=C2C(=C1)CN(C(C21CCN(CC1)C1CCC(CC1)C(C)C)=O)CCNS(=O)(=O)C)(=O)=O 1'-((1s,4s)-4-isopropyl-cyclohexyl)-2-(2-(methyl-sulfonamido) ethyl)-3-oxo-2,3-dihydro-1H-spiro[isoquinoline-4,4'-piperidin]-7-yl sulfamate